(R)-(+)-2-(tert-butoxycarbonylamino)-1-propanol C[C@H](CO)NC(=O)OC(C)(C)C